CN(C)C(=[N+](C)C)N1CC2=CC(=CC=C2CC1)OC1=CC=C(C=C1)C(F)(F)F N-((dimethylamino)(7-(4-(trifluoromethyl)phenoxy)-3,4-dihydroisoquinolin-2(1H)-yl)methylene)-N-methylmethanaminium